N,N'-dimethylthiourea dioxide CNC(=S(=O)=O)NC